C1(CCCCC1)P(C=1[C-](C=CC1)[C@@H](C)P(C(C)(C)C)C(C)(C)C)C1CCCCC1.[CH-]1C=CC=C1.[Fe+2] (R)-(-)-1-[(S)-2-(dicyclohexylphosphino)ferrocenyl]Ethyl-di-tert-butylphosphine